COC(=O)C=1N([C@H](SC1C)C(C)(C)C)C=O (R)-2-(tert-butyl)-3-formyl-5-methyl-2,3-dihydrothiazole-4-carboxylic acid methyl ester